3-hydroxy-3-cyclobutene-1,2-dione OC=1C(C(C1)=O)=O